N-((2S)-1-((5-(dimethylamino)-2-methyl-1,5-dioxopentan-2-yl)amino)-4-methyl-1-oxopentan-2-yl)nonanamide CN(C(CCC(C=O)(C)NC([C@H](CC(C)C)NC(CCCCCCCC)=O)=O)=O)C